{3-[4-(5-methoxypyridin-3-yl)-6-oxo-1,6-dihydropyrimidin-2-yl]-4-(trifluoromethyl)benzyl}isobutyramide COC=1C=C(C=NC1)C=1N=C(NC(C1)=O)C=1C=C(CC(C(=O)N)(C)C)C=CC1C(F)(F)F